C(C)(C)(C)OC(=O)N[C@@H]1CN(C[C@@H]1COC)C(=O)OCC1=CC=CC=C1 benzyl (3S,4S)-3-[[(tert-butoxy)carbonyl]amino]-4-(methoxymethyl)pyrrolidine-1-carboxylate